(+/-)-2-((trans)-2-(1-benzyl-5-(methylcarbamoyl)-6-oxo-1,6-dihydropyridine-3-carboxamido)cyclopropyl)acetic acid tert-butyl ester C(C)(C)(C)OC(C[C@H]1[C@@H](C1)NC(=O)C1=CN(C(C(=C1)C(NC)=O)=O)CC1=CC=CC=C1)=O |r|